Bi-1H-imidazole C1=CN(C=N1)N2C=CN=C2